FC=1C=CC(=NC1)OC1CC2(CN(C2)C(=O)N2CC3(C2)NC(CC3)=O)C1 2-[6-[(5-fluoro-2-pyridinyl)oxy]-2-azaspiro[3.3]heptane-2-carbonyl]-2,5-diazaspiro[3.4]octan-6-one